N,N-dimethyl-2-sulfamoyl-pyridineamide CN(C(=O)C1(NC=CC=C1)S(N)(=O)=O)C